1-n-octyl-1-methylpiperidinium C(CCCCCCC)[N+]1(CCCCC1)C